copper gluconate salt O=C([C@H](O)[C@@H](O)[C@H](O)[C@H](O)CO)[O-].[Cu+2].O=C([C@H](O)[C@@H](O)[C@H](O)[C@H](O)CO)[O-]